2-phenyl-5-(trifluoromethyl)-1H-imidazole-4-carboxylic acid ethyl ester C(C)OC(=O)C=1N=C(NC1C(F)(F)F)C1=CC=CC=C1